(4'-(4-(tert-butyl) cyclohexyl)-2-fluoro-[1,1'-biphenyl]-3-sulfonylamino)-3-methoxybenzoate C(C)(C)(C)C1CCC(CC1)C1=CC=C(C=C1)C1=C(C(=CC=C1)S(=O)(=O)NC1=C(C(=O)[O-])C=CC=C1OC)F